1-(4-((1R,5S)-3,8-diazabicyclo[3.2.1]octan-3-yl)-6,8-difluoro-2-(((S)-1-methylpyrrolidin-2-yl)methoxy)quinazolin-7-yl)-1,2,3,4-tetrahydroquinolin-3-ol [C@H]12CN(C[C@H](CC1)N2)C2=NC(=NC1=C(C(=C(C=C21)F)N2CC(CC1=CC=CC=C21)O)F)OC[C@H]2N(CCC2)C